1-(1H-benzo[d]imidazol-5-yl)-5-(4-methoxyphenyl)pyrrolidin-2-one N1C=NC2=C1C=CC(=C2)N2C(CCC2C2=CC=C(C=C2)OC)=O